Fmoc-L-homocitrulline C(=O)(OCC1C2=CC=CC=C2C2=CC=CC=C12)N[C@@H](CCCCNC(=O)N)C(=O)O